caprylic acid methylester COC(CCCCCCC)=O